dibenzyltetrahydrofuran-3-carboxamide C(C1=CC=CC=C1)C1(OCCC1C(=O)N)CC1=CC=CC=C1